6-((R)-4-((R)-1-(2-aminopyridin-3-yl)ethyl)-8-chloro-10-fluoro-2-(2-fluoroethoxy)-5,6-dihydro-4H-[1,4]oxazepino[5,6,7-de]quinazolin-9-yl)-4-methyl-5-(trifluoromethyl)pyridin-2-amine NC1=NC=CC=C1[C@@H](C)N1CCOC=2C=3C1=NC(=NC3C(=C(C2Cl)C2=C(C(=CC(=N2)N)C)C(F)(F)F)F)OCCF